2,6-dichloro-4-nitrophenol ClC1=C(C(=CC(=C1)[N+](=O)[O-])Cl)O